ethyl 2-(2,4-dimethoxybenzyl)-2,3-dihydro-1H-pyrrolo[3,4-c]pyridine-6-carboxylate COC1=C(CN2CC=3C=NC(=CC3C2)C(=O)OCC)C=CC(=C1)OC